BrC=1C=C(C(=C(C1)NC1CCOCC1)C)[N+](=O)[O-] N-(5-bromo-2-methyl-3-nitrophenyl)tetrahydro-2H-pyran-4-amine